CC1=CC=C(C=C1)OP(=O)(OC2=CC=C(C=C2)C)OC3=CC=C(C=C3)C tricresyl phosphate